methionyl-glycine N[C@@H](CCSC)C(=O)NCC(=O)O